P(OO)([O-])N Hydroxyl phosphoramidite